CC1=C(C(CCC1)(C)C)/C=C/C(C)=O (3E)-4-(2,6,6-trimethylcyclohex-1-en-1-yl)but-3-en-2-one